3-(2-Fluoro-3-((2-(2-fluoro-5-((6-fluoro-4-((methylsulfonyl)methyl)-1H-indol-5-yl)oxy)phenyl)-1H-imidazol-5-yl)methyl)phenyl)propanoic acid FC1=C(C=CC=C1CC1=CN=C(N1)C1=C(C=CC(=C1)OC=1C(=C2C=CNC2=CC1F)CS(=O)(=O)C)F)CCC(=O)O